C1(=NC=CC2=CC=CC=C12)C(CN)NC1=CC=CC=C1 1-(isoquinolin-1-yl)-N1-phenylethane-1,2-diamine